tert-butyl 5-(1-(tert-butoxycarbonyl)-3-oxopiperidin-4-yl)-2-(3,4-dimethoxyphenyl)-3-isopropyl-1H-indole-1-carboxylate C(C)(C)(C)OC(=O)N1CC(C(CC1)C=1C=C2C(=C(N(C2=CC1)C(=O)OC(C)(C)C)C1=CC(=C(C=C1)OC)OC)C(C)C)=O